5-(2-methoxyethoxy)-1H-indole-2-carboxylic acid ethyl ester C(C)OC(=O)C=1NC2=CC=C(C=C2C1)OCCOC